ClC=1C=C(C(=NO)Cl)C=C(C1)Cl 3,5-dichloro-N-hydroxybenzoimidoyl chloride